(E)-1-(2-methoxyphenyl)-2-nitromethyl-3-phenylprop-2-en-1-one COC1=C(C=CC=C1)C(\C(=C\C1=CC=CC=C1)\C[N+](=O)[O-])=O